COC1=CC=C2C(=NC=NC2=C1)C=1C(=NN(C1)CCC)C1=CC=CC=C1 7-methoxy-4-(3-phenyl-1-propyl-1H-pyrazol-4-yl)quinazolin